3-amino-6-(1H-benzo[d]imidazol-5-yl)-N-((3-fluoropyridin-2-yl)methyl)-5-(oxazol-2-yl)pyrazine-2-carboxamide NC=1C(=NC(=C(N1)C=1OC=CN1)C1=CC2=C(NC=N2)C=C1)C(=O)NCC1=NC=CC=C1F